8-isopropoxy-N-(2-methyltetrahydro-2H-pyran-4-yl)-7-(1H-pyrazol-4-yl)-[1,2,4]triazolo[1,5-c]pyrimidin-2-amine C(C)(C)OC=1C=2N(C=NC1C=1C=NNC1)N=C(N2)NC2CC(OCC2)C